NCC[C@@H](O)C1=CC=CC=C1 (R)-3-Amino-1-phenylpropan-1-ol